Racemic-cis-(3-fluoro-piperidin-4-yl)-carbamic acid benzyl ester C(C1=CC=CC=C1)OC(N[C@@H]1[C@@H](CNCC1)F)=O |r|